5-(4-fluorophenyl)pyrrolidin-2-one FC1=CC=C(C=C1)C1CCC(N1)=O